N-(4-(5-(difluoromethyl)-1,3,4-oxadiazol-2-yl)-2-fluorobenzyl)-N-(4-(trifluoromethyl)phenyl)methanesulfonamide FC(C1=NN=C(O1)C1=CC(=C(CN(S(=O)(=O)C)C2=CC=C(C=C2)C(F)(F)F)C=C1)F)F